((4-(4-methoxyethylphenoxy)-6-(trifluoromethyl)pyrimidin-2-yl)thio)-N-((4-ethylphenyl)carbamoyl)acetamide COCCC1=CC=C(OC2=NC(=NC(=C2)C(F)(F)F)SCC(=O)NC(NC2=CC=C(C=C2)CC)=O)C=C1